FC=1C(=C(C=CC1F)[C@H]1[C@@H](O[C@]([C@H]1C)(C(F)(F)F)C)C(=O)NC1=CC(=NC=C1)C(=O)NN(C)C)OC (2R,3S,4S,5R)-3-(3,4-Difluoro-2-methoxyphenyl)-N-(2-(2,2-dimethylhydrazine-1-carbonyl)pyridin-4-yl)-4,5-dimethyl-5-(trifluoromethyl)tetrahydrofuran-2-carboxamide